1-(2,4-dimethylphenyl)-3-ethoxypropan-2-amine tert-butyl-(1-(2,4-dimethylphenyl)-3-ethoxypropan-2-yl)carbamate C(C)(C)(C)N(C(O)=O)C(CC1=C(C=C(C=C1)C)C)COCC.CC1=C(C=CC(=C1)C)CC(COCC)N